C(C)(C)C=1C(=CN2N=C(N=C(C21)NCCOC)C=2N(C=CN2)C)C2=NN(C=C2)C(C)C isopropyl-6-(1-isopropyl-1H-pyrazol-3-yl)-N-(2-methoxyethyl)-2-(1-methyl-1H-imidazol-2-yl)pyrrolo[2,1-f][1,2,4]triazin-4-amine